COC(=O)C=1SC(=C(C1)N(C(C(=O)OCC)=O)C1=CC2=C(OCCN2C2=CC=CC=C2)C=C1)[N+](=O)[O-] Methyl-4-(2-ethoxy-2-oxo-N-(4-phenyl-3,4-dihydro-2H-benzo[b][1,4]oxazin-6-yl)acetamido)-5-nitrothiophene-2-carboxylate